FC(OC1=CC=C(C=C1)S(=O)(=O)NCCN1CCC2=CC=CC=C12)(F)F 4-TRIFLUOROMETHOXY-N-(2-(INDOLIN-1-YL)ETHYL)BENZENESULFONAMIDE